NCC1=NNC(C2=CC=C(C=C12)C=1C=NN(C1C=1C=C(C2=CC=CC=C2C1F)C#N)C)=O 3-(4-(4-(aminomethyl)-1-oxo-1,2-dihydrophthalazin-6-yl)-1-methyl-1H-pyrazol-5-yl)-4-fluoro-1-naphthonitrile